FC1=CC=C(C=C1)C1=C(CCC(C1)(C)C)CN1[C@@H]2CN([C@H](C1)C2)CC=2C=C1CN(C(C1=CC2)=O)C2CNCCC2 3-(5-(((1S,4S)-5-((4'-fluoro-5,5-dimethyl-3,4,5,6-tetrahydro-[1,1'-biphenyl]-2-yl)methyl)-2,5-diazabicyclo[2.2.1]heptan-2-yl)methyl)-1-oxoisoindolin-2-yl)piperidine